methyl 2-[[tert-butoxycarbonyl(cyclobutylmethyl)amino]methyl]-1H-pyrrolo[3,2-b]pyridine-6-carboxylate C(C)(C)(C)OC(=O)N(CC1CCC1)CC1=CC2=NC=C(C=C2N1)C(=O)OC